P(=O)(OC[C@@H](COC(CCCCCCCC=1CC2C(CCC2(C1C1=CC=CC=C1)C(=C)C1=CC=CC=C1)O)=O)OC(CC)=O)(OCC[N+](C)(C)C)[O-] (2R)-3-((8-(6-(exo)-hydroxy-3-phenyl-3a-(1-phenylvinyl)-1,3a,4,5,6,6a-hexahydropentalen-2-yl)octanoyl)oxy)-2-(propionyloxy)propyl (2-(trimethylammonio)ethyl) phosphate